C(CCCCCCCCCCCCC)N1C(=C(C(C2=C(C=C(C=C12)OC)OC)=O)OC)C1=CC=C(C=C1)OC N-tetradecyl-2-(4-methoxyphenyl)-3,5,7-trimethoxyquinolin-4-one